8-(4,4-difluorocyclohexyl)-2,3-dimethyl-6-[(2R)-2-(1-methyl-1H-pyrazol-4-yl)morpholin-4-yl]-3H,4H-pyrimido[5,4-d][1,3]diazin-4-one FC1(CCC(CC1)C1=NC(=NC2=C1N=C(N(C2=O)C)C)N2C[C@H](OCC2)C=2C=NN(C2)C)F